C(C)OC1=CC=C(C=N1)C=1N=NN(C1)[C@H](C(=O)N1[C@@H](C[C@H](C1)O)C(=O)NC)C(C)(C)C (2S,4R)-1-[(2S)-2-[4-(6-ethoxy-3-pyridyl)triazol-1-yl]-3,3-dimethyl-butanoyl]-4-hydroxy-N-methyl-pyrrolidine-2-carboxamide